CC([C@@H](C(=O)N1[C@@H]([C@H]2C([C@H]2C1)(C)C)C(=O)O)NS(=O)(=O)CC(F)(F)F)(C)C (1R,2S,5S)-3-((S)-3,3-Dimethyl-2-((2,2,2-trifluoroethyl)sulfonamido)butanoyl)-6,6-dimethyl-3-azabicyclo[3.1.0]hexane-2-carboxylic acid